FC1=C(C(=CC=C1)F)C#CC1=CC=C2C=NC=NC2=C1 7-((2,6-difluorophenyl)ethynyl)quinazoline